2-(difluoromethyl)pyrazole-3-carboxylic acid FC(N1N=CC=C1C(=O)O)F